3-(2-(3-Bromophenyl)-2-((tetrahydro-2H-pyran-2-yl)oxy)ethoxy)-2,2-dimethylpropan-1-ol BrC=1C=C(C=CC1)C(COCC(CO)(C)C)OC1OCCCC1